C(C1=C(C(=CC(=C1)C)C1(CCCCC1)C)O)C1=C(C(=CC(=C1)C)C1(CCCCC1)C)O 2,2'-methylenebis[4-methyl-6-(1-methylcyclohexyl)phenol]